[2-(5-ethylpyridin-2-yl)ethoxy]-6-methoxy-2-[3-trifluoromethyl-5-(4-methyl-2-cyano-2-pentenamido)-benzyl]-3,4-dihydroisoquinolin-1(2H)-one C(C)C=1C=CC(=NC1)CCOC1N(C(C2=CC=C(C=C2C1)OC)=O)CC1=CC(=CC(=C1)NC(C(=CC(C)C)C#N)=O)C(F)(F)F